2-[2-chloro-3-(trifluoromethyl)benzamido]-4H,6H,7H-thieno[3,2-c]Pyran-3-carboxylic acid ethyl ester C(C)OC(=O)C1=C(SC2=C1COCC2)NC(C2=C(C(=CC=C2)C(F)(F)F)Cl)=O